F[B-](F)(F)F.CC1=[N+](C(=CC(=C1)C)C)N(C(=O)OCCCCC[C@@H]1SC[C@@H]2NC(N[C@@H]21)=O)C 2,4,6-trimethyl-1-(methyl(((5-((3aS,4S,6aR)-2-oxohexahydro-1H-thieno[3,4-d]imidazol-4-yl)pentyl)oxy)carbonyl)amino)pyridin-1-ium tetrafluoroborate